N-(4-(((6-(4-aminopiperidin-1-yl)-3,5-dicyano-4-ethylpyridin-2-yl)thio)methyl)-phenyl)acrylamide NC1CCN(CC1)C1=C(C(=C(C(=N1)SCC1=CC=C(C=C1)NC(C=C)=O)C#N)CC)C#N